COC1=C(C=CC(=C1)OC)CNC=1C2=C(N=CN1)N(C=C2N2N=CC=C2)[C@H]2C[C@@H]([C@H](O2)CO)O (2R,3S,5R)-5-(4-{[(2,4-dimethoxyphenyl)methyl]amino}-5-(1H-pyrazol-1-yl)-7H-pyrrolo[2,3-d]pyrimidin-7-yl)-2-(hydroxymethyl)oxolan-3-ol